chloromethyl-tris(trimethylsiloxy)silane ClC[Si](O[Si](C)(C)C)(O[Si](C)(C)C)O[Si](C)(C)C